C(C1=CC=CC=C1)OC1=C(C(=O)N[C@@H](CO)[C@H]2CC[C@@H](N2C)C(=O)OC(C)(C)C)C=CC=C1 (2R,5R)-tert-butyl 5-((R)-1-(2-(benzyloxy)benzamido)-2-hydroxyethyl)-1-methylpyrrolidine-2-carboxylate